6-(3-Chloro-6-(difluoromethyl)-2-fluorophenyl)-N-(1-(1-(2-((S)-2-((3-fluoroazetidin-1-yl)methyl)azetidin-1-yl)pyrimidin-5-yl)ethyl)-1H-pyrazol-4-yl)pyrazine-2-carboxamide ClC=1C(=C(C(=CC1)C(F)F)C1=CN=CC(=N1)C(=O)NC=1C=NN(C1)C(C)C=1C=NC(=NC1)N1[C@@H](CC1)CN1CC(C1)F)F